[Cu+2].BrCCCP([O-])([O-])=O 3-bromopropylphosphonate copper